2-bromo-11,11-diphenyl-11H-benzo[b]fluorene BrC=1C=CC=2C=3C=C4C(=CC3C(C2C1)(C1=CC=CC=C1)C1=CC=CC=C1)C=CC=C4